C(C)OC=1C=C(C=C(C1C)OCC)[C@@H](C)NS(=O)C(C)(C)C N-[(1R)-1-(3,5-diethoxy-4-methylphenyl)ethyl]-2-methylpropane-2-sulfinamide